ClC=1N=C(C2=C(N1)N(C=C2C(F)(F)F)COCC[Si](C)(C)C)NCCCO 3-((2-chloro-5-(trifluoromethyl)-7-((2-(trimethylsilyl)ethoxy)methyl)-7H-pyrrolo[2,3-d]pyrimidin-4-yl)amino)propan-1-ol